C(N)(=O)C[C@@H](CCO)CC(C)C (R)-3-(carbamoylmethyl)-5-methylhexanol